3-((3-fluoro-4-methoxybenzyl)amino)benzoic acid FC=1C=C(CNC=2C=C(C(=O)O)C=CC2)C=CC1OC